N1=CN=C2NC=NC2=C1C=1C(=NC=CC1)NC=1C=CC(=C(C1)NC(CC1=CC(=CC=C1)C(F)(F)F)=O)F N-(5-(3-(9H-purin-6-yl)pyridin-2-ylamino)-2-fluorophenyl)-2-(3-(trifluoromethyl)phenyl)acetamide